BrCC1=C2CN(CC2=CC=C1)C1C(NC(CC1)=O)=O 4-(bromomethyl)-2-(2,6-dioxopiperidin-3-yl)isoindoline